[O-]CCCC.[O-]CCCC.[O-]CCCC.[Al+3] aluminum trisn-butoxide